COC(\C=C\C(C(=O)S(=O)(=O)C)=O)=O.S1CN(C2=C1C=CC=C2)C(=O)C2=CC(=C(C(=C2)Cl)OC)Cl benzo[d]thiazol-3(2H)-yl-(3,5-dichloro-4-methoxyphenyl)methanone methyl-(2E)-5-(methylsulfonyl)-4,5-dioxopent-2-enoate